C1(CC1)C1=CC=C2C(CC3(COC3)OC2=C1)=O 7-cyclopropylspiro[chromane-2,3'-oxetan]-4-one